C1(CCCC1)C1=NN(C=C1C=1C2=C(N=CN1)NC=C2)CCC#N CYCLOPENTYL-4-(7H-PYRROLO[2,3-D]PYRIMIDIN-4-YL)-1H-PYRAZOLE-1-PROPANENITRILE